6-[(1,3-dioxo-2,3-dihydro-1H-isoindol-2-yl)methyl]-5-{2-[ethyl(isopropyl)carbamoyl]-4-fluorophenyl}pyridazine O=C1N(C(C2=CC=CC=C12)=O)CC1=C(C=CN=N1)C1=C(C=C(C=C1)F)C(N(C(C)C)CC)=O